C(C1=CC=CC=C1)N1N=CC(=C1)CCN 2-(1-benzylpyrazol-4-yl)ethanamine